1-((S)-4-(6-fluoro-7-(8-chloronaphthalen-1-yl)-2-(((S)-1-methylpyrrolidin-2-yl)methoxy)quinazolin-4-yl)-3-methylpiperazin-1-yl)prop-2-en-1-one FC=1C=C2C(=NC(=NC2=CC1C1=CC=CC2=CC=CC(=C12)Cl)OC[C@H]1N(CCC1)C)N1[C@H](CN(CC1)C(C=C)=O)C